allyl-(chloro)palladium C(C=C)[Pd]Cl